ClC1=NC=CC(=N1)C1=C(N2C(=NC=CC2=O)S1)C1=CC(=C(C=C1)F)C(F)(F)F 2-(2-Chloro-pyrimidin-4-yl)-3-(4-fluoro-3-trifluoromethyl-phenyl)-thiazolo[3,2-a]pyrimidin-5-one